C(#N)C=1C=C(C=CC1)S(=O)(=O)N[C@@H]1CN(C[C@H]1OCC1=CC=C(C=C1)C(F)(F)F)C(=O)OC(C)(C)C tert-butyl trans-3-(3-cyanophenylsulfonamido)-4-(4-(trifluoromethyl)benzyloxy)pyrrolidine-1-carboxylate